dimenthyl glutarate C(CCCC(=O)OC1CC(CCC1C(C)C)C)(=O)OC1CC(CCC1C(C)C)C